6,6'''-((2R,4S)-pentane-2,4-diylbis(oxy))bis(3-(3,6-di-tert-butyl-9H-carbazol-9-yl)-3'-fluoro-5-(2,4,4-trimethylpentan-2-yl)-[1,1'-biphenyl]-2-ol) C[C@H](C[C@H](C)OC=1C(=CC(=C(C1C1=CC(=CC=C1)F)O)N1C2=CC=C(C=C2C=2C=C(C=CC12)C(C)(C)C)C(C)(C)C)C(C)(CC(C)(C)C)C)OC1=CC=C(C=C1C=1C(=C(C=C(C1)C(C)(CC(C)(C)C)C)N1C2=CC=C(C=C2C=2C=C(C=CC12)C(C)(C)C)C(C)(C)C)O)F